COC1=NC=CC(=C1)CCN1CCC(CC1)C(=O)OCC ethyl 1-(2-(2-methoxypyridin-4-yl)ethyl)piperidine-4-carboxylate